[Si](C1=CC=CC=C1)(C1=CC=CC=C1)(C(C)(C)C)OCC1=C(C(=O)O)C=C(C(=C1)OCCCOC)Cl 2-[[(tert-butyldiphenylsilyl)oxy]methyl]-5-chloro-4-(3-methoxypropoxy)benzoic acid